4-bromo-3,5-dichloro-3',5'-bis(trifluoromethyl)-1,1'-biphenyl BrC1=C(C=C(C=C1Cl)C1=CC(=CC(=C1)C(F)(F)F)C(F)(F)F)Cl